C(C)C1=CC=C(C=C1)C1=NC(=NO1)[C@H](C)NC(=O)C1=NC=CC(=C1OC(CCC)=O)OC.CN1C(C=CC(=C1)C#CC)=O 1-methyl-5-(prop-1-yn-1-yl)pyridin-2-one (S)-2-((1-(5-(4-ethylphenyl)-1,2,4-oxadiazol-3-yl)ethyl)carbamoyl)-4-methoxypyridin-3-yl-butyrate